C(C\C=C\CC(=O)[O-])(=O)[O-].C1(=CC=CC=C1)[C@H](CNC([O-])=O)C.COC1=CC=C(C2=CC=CC=C12)[SH2+].COC1=CC=C(C2=CC=CC=C12)[SH2+].COC1=CC=C(C2=CC=CC=C12)[SH2+] 4-methoxy-1-naphthyl-sulfonium ((R)-2-phenylpropyl)carbamate trans-3-hexenedioate